N-(3-chloro-4-morpholinophenyl)-2-(ethylamino)acetamide dihydrochloride salt Cl.Cl.ClC=1C=C(C=CC1N1CCOCC1)NC(CNCC)=O